N-[2-(3-chlorophenyl)ethyl]-2-[1-[(2,3-difluorophenyl)methyl]-5-oxopyrrolidin-2-yl]acetamide ClC=1C=C(C=CC1)CCNC(CC1N(C(CC1)=O)CC1=C(C(=CC=C1)F)F)=O